O=C1NC(CC[C@H]1N1C(C2=CC=CC(=C2C1=O)OCCOCCOCCOCCOCCC(=O)N)=O)=O |r| 14-({2-[(3RS)-2,6-dioxopiperidin-3-yl]-1,3-dioxo-2,3-dihydro-1H-isoindol-4-yl}oxy)-3,6,9,12-tetraoxatetradecane-1-carboxamide